2-(((methylsulfonyl)oxy)ethyl)azetidine-1-carboxylate CS(=O)(=O)OCCC1N(CC1)C(=O)[O-]